BrC=1C=C2CN(CC2=CC1)C(=O)NC1=CC=C(C(=O)O)C=C1 4-(5-bromoisoindoline-2-carboxamido)benzoic acid